BrC(C1=NN=C2N1C=C(N=C2)C=2C=NC(=CC2)OC(C(F)F)C)(F)F 3-[bromo(difluoro)methyl]-6-[6-(2,2-difluoro-1-methyl-ethoxy)-3-pyridinyl]-[1,2,4]triazolo[4,3-a]pyrazine